C(C1=CC=CC=C1)OC1=CC=C(C=C1)NC(N(C)CC=1C=C2CN(C(C2=CC1)=O)C1C(NC(CC1)=O)=O)=O 3-(4-(benzyloxy)phenyl)-1-((2-(2,6-dioxopiperidin-3-yl)-1-oxoisoindolin-5-yl)methyl)-1-methylurea